ClC1=CC(=C(C=C1)C=1SC=C(N1)CC(=O)NC(C(=O)OCC)(C)C)CC1CCC1 1-Ethyl 2-[[2-[2-[4-chloro-2-(cyclobutylmethyl)phenyl]thiazol-4-yl]acetyl]amino]-2-methyl-propanoate